N1(CCNCC1)C1=CC=C(C=C1)C=1N=C2N(C=CN=C2N)C1 (4-(Piperazin-1-yl)phenyl)imidazo[1,2-a]pyrazin-8-amine